C(C1=CC=CC=C1)(=O)O.C=O formaldehyde benzoate